2-(benzofuran-3-yl)-1-(R)-((5-methyl-2-nitrophenyl)methylsulfonylamino)ethylboronic acid O1C=C(C2=C1C=CC=C2)C[C@H](NS(=O)(=O)CC2=C(C=CC(=C2)C)[N+](=O)[O-])B(O)O